OC(=O)C(F)(F)F.[C@@H]12N[C@@H]3CC(CC(C1)C3)(C2)O (1R,3S,5s,7s)-2-azaadamantan-5-ol TFA salt